4-Nitrophenyltrityl sulfide [N+](=O)([O-])C1=CC=C(C=C1)C1=C(C(C2=CC=CC=C2)(C2=CC=CC=C2)SC(C2=C(C=CC=C2)C2=CC=C(C=C2)[N+](=O)[O-])(C2=CC=CC=C2)C2=CC=CC=C2)C=CC=C1